2-cyclobutyl-N-[1-oxo-4-(trifluoromethyl)phthalazin-2(1H)-yl]acetamide C1(CCC1)CC(=O)NN1C(C2=CC=CC=C2C(=N1)C(F)(F)F)=O